CC(=O)NCC#C N-(prop-2-yn-1-yl)acetamide